octahydropyrido[3,4-d]pyrimidin-2(1H)-one N1C(NCC2C1CNCC2)=O